C(CCCCCCCCCCCCCCC)(=O)OC=1C(=NC=C(C1COC(CCCCCCCCCCCCCCC)=O)COC(CCCCCCCCCCCCCCC)=O)C pyridoxin tripalmitate